tert-butyl (4-(bis(7-(N,N-dioctylsulfamoyl) heptyl)amino)butyl)carbamate C(CCCCCCC)N(S(=O)(=O)CCCCCCCN(CCCCNC(OC(C)(C)C)=O)CCCCCCCS(N(CCCCCCCC)CCCCCCCC)(=O)=O)CCCCCCCC